N1(CCCCCC1)CCN1C2=C(OCCC1=O)C=CC=C2 5-(2-(azepan-1-yl)ethyl)-2,3-dihydrobenzo[b][1,4]oxazepin-4(5H)-one